FC=1C=C(C#N)C=CC1N1CC(N(C2(CC(C2)C(=O)N2CCC(CC2)O)C1=O)CC1=CC=C(C=C1)C(F)(F)F)=O 3-fluoro-4-((2s,4s)-2-(4-hydroxypiperidine-1-carbonyl)-6,9-dioxo-5-(4-(trifluoromethyl)benzyl)-5,8-diazaspiro[3.5]nonan-8-yl)benzonitrile